FC=1C(=NC(=NC1)NC1CCC(CC1)C(=O)O)C1=CC(=CC=C1)N1C(C=CC=C1)=O rac-(1r,4r)-4-((5-fluoro-4-(3-(2-oxopyridin-1(2H)-yl)phenyl)pyrimidin-2-yl)amino)cyclohexane-1-carboxylic acid